Tert-butyl 2-(bromomethyl)quinoxaline-6-carboxylate BrCC1=NC2=CC=C(C=C2N=C1)C(=O)OC(C)(C)C